[Si](C)(C)(C(C)(C)C)OC(=C)C=1C=2N(C=C(C1)C(=O)OC)C=C(N2)C methyl 8-(1-((tert-butyldimethylsilyl)oxy)vinyl)-2-methylimidazo[1,2-a]pyridine-6-carboxylate